(S)-quinuclidin-3-yl((R)-6-ethoxy-5-(4-isobutoxyphenyl)-2,2-dimethyl-2,3-dihydro-1H-inden-1-yl)carbamate N12C[C@H](C(CC1)CC2)OC(N[C@@H]2C(CC1=CC(=C(C=C21)OCC)C2=CC=C(C=C2)OCC(C)C)(C)C)=O